1,4-dibenzyl 2-tert-butyl piperazine-1,2,4-tricarboxylate N1(C(CN(CC1)C(=O)OCC1=CC=CC=C1)C(=O)OC(C)(C)C)C(=O)OCC1=CC=CC=C1